[Ti+2].C(C1=CC=CC=C1)C=CC=CCC1=CC=CC=C1 1,4-dibenzyl-1,3-butadiene titanium (II)